FC(OC1=CC2=C(N=C(O2)C=2C(=C(C=CC2)C2=C(C(=CC=C2)C=2OC3=C(N2)C=C(C=C3C(F)(F)F)CN3CC(C3)(C)C)C)C)C=C1CN1[C@@H](CCC1)C(=O)O)F ((6-(difluoromethoxy)-2-(3'-(5-((3,3-dimethylazetidin-1-yl)methyl)-7-(trifluoromethyl)benzo[d]oxazol-2-yl)-2,2'-dimethyl-[1,1'-biphenyl]-3-yl)benzo[d]oxazol-5-yl)methyl)-L-proline